FC1(CCC(CC1)N1N=C(C2=C1SC(=C2)C(=O)NC2CCC(CC2)N2CCOCC2)C)F 1-(4,4-difluorocyclohexyl)-3-methyl-N-((1r,4r)-4-morpholino-cyclohexyl)-1H-thieno[2,3-c]pyrazole-5-carboxamide